FC(C)(F)C1=NC=CC(=N1)NC1=CC(=NC=C1OC(C)C)NC(C)=O N-(4-((2-(1,1-difluoroethyl)pyrimidin-4-yl)amino)-5-propan-2-yloxypyridin-2-yl)acetamide